3-(bicyclo[1.1.1]pentan-1-yl)propiolic acid C12(CC(C1)C2)C#CC(=O)O